OC1CC2=CC=CC=C2C1 (1R,2S)-2-hydroxy-2,3-dihydro-1H-inden